N-[2-(dimethylamino)ethyl]-2-(ethylamino)acetamide hydrochloride Cl.CN(CCNC(CNCC)=O)C